CC1(OB(OC1(C)C)C1=CC(=CC=C1)C#CC1COC1)C 4,4,5,5-tetramethyl-2-(3-(oxetan-3-ylethynyl)phenyl)-1,3,2-dioxaborolane